C(C)(C)(C)C1=C(C=C(C=C1)N1C(C2=CC=CC=C2[C@H]([C@@H]1C1=CC2=C(OCCO2)C=C1)C(=O)NO)=O)Cl (3R,4R)-2-(4-(tert-butyl)-3-chlorophenyl)-3-(2,3-dihydrobenzo[b][1,4]dioxin-6-yl)-N-hydroxy-1-oxo-1,2,3,4-tetrahydroisoquinoline-4-carboxamide